Neo-Decan CCCCCCC(C)(C)C